(3-methoxy-1-methyl-1H-indazol-5-yl)methanamine COC1=NN(C2=CC=C(C=C12)CN)C